7-cyclobutyl-N-[(3R)-1,1-dioxo-2,3-dihydrothiophen-3-yl]-8-[dioxo(phenylamino)sulfanyl]-2-oxo-1H-quinoline-3-carboxamide C1(CCC1)C1=CC=C2C=C(C(NC2=C1S(NC1=CC=CC=C1)(=O)=O)=O)C(=O)N[C@H]1CS(C=C1)(=O)=O